Methyl 2-(4-(((tert-butoxycarbonyl)(2-(4-fluorophenyl)cyclopropyl)amino)methyl)piperidin-1-yl)pyrimidine-5-carboxylate C(C)(C)(C)OC(=O)N(C1C(C1)C1=CC=C(C=C1)F)CC1CCN(CC1)C1=NC=C(C=N1)C(=O)OC